C(C)(=O)N1C(C(C2=CC=CC=C12)=O)=CC1=CC(=C(C=C1)NC(CN1CCOCC1)=O)OC N-(4-((1-acetyl-3-oxoindolin-2-ylidene)methyl)-2-methoxyphenyl)-2-morpholino-acetamide